FC=1C=C2/C(/C(N(C2=CC1)C1CCN(CC1)C1CCC(CC1)=C(C)C)=O)=C/C(=O)N (Z)-2-(5-fluoro-2-oxo-1-(1-(4-(propan-2-ylidene)cyclohexyl)piperidin-4-yl)indolin-3-ylidene)acetamide